5-hydroxy-2,2-dimethyl-4H-benzo[d][1,3]dioxin OC1=CC=CC=2OC(OCC21)(C)C